2,2-difluoro-2-(fluorosulfonyl)-acetic acid FC(C(=O)O)(S(=O)(=O)F)F